2-(((5-(tert-butyl)-6-chloro-1H-indazol-3-yl)amino)methyl)-4-chloro-N,1-dimethyl-N-((1S,2S)-2-(methylamino)cyclopropyl)-1H-imidazole-5-carboxamide C(C)(C)(C)C=1C=C2C(=NNC2=CC1Cl)NCC=1N(C(=C(N1)Cl)C(=O)N([C@@H]1[C@H](C1)NC)C)C